NC1=C(SC=2N=C(SC21)C)C(=O)NC2CC=1C=CC(=NC1CC2)N2CC(C(C2)N)(COC)F 6-amino-N-{2-[4-amino-3-fluoro-3-(methoxymethyl)pyrrolidin-1-yl]-5,6,7,8-tetrahydroquinolin-6-yl}-2-methylthieno[2,3-d][1,3]thiazole-5-carboxamide